1-isocyanatomethyl-4-trifluoromethylbenzyl-benzene tert-butyl-(R)-3-((6-chloroquinolin-4-yl)amino)pyrrolidine-1-carboxylate C(C)(C)(C)OC(=O)N1C[C@@H](CC1)NC1=CC=NC2=CC=C(C=C12)Cl.N(=C=O)CC1(CC2=CC=CC=C2)CC=C(C=C1)C(F)(F)F